CN1N=C2C(=CC(=CC2=C1)C1=CC2=CN(N=C2C(=C1)F)C1CCNCC1)C 5-(2,7-dimethylindazol-5-yl)-7-fluoro-2-(4-piperidinyl)indazole